C12NC(C(CC1)CC2)C(=O)OCC ethyl 2-azabicyclo[2.2.2]octane-3-carboxylate